The molecule is the trans-isomer of aconitic acid. It has a role as a fundamental metabolite. It is a conjugate acid of a trans-aconitate(3-). C(/C(=C\\C(=O)O)/C(=O)O)C(=O)O